4-((6-methoxy-2-(4-methylpiperazin-1-yl)-7-(3-(pyrrolidin-1-yl)propoxy)quinazolin-4-yl)amino)tetrahydro-2H-thiopyran 1,1-dioxide COC=1C=C2C(=NC(=NC2=CC1OCCCN1CCCC1)N1CCN(CC1)C)NC1CCS(CC1)(=O)=O